CC1CC(C1)(C1=NN=CN1C)C=1C=C(C=CC1)N1C(C2=CC(=CC(=C2C1)C(F)(F)F)CN1C[C@H](OCC1)C)=O 2-(3-((1s,3S)-3-methyl-1-(4-methyl-4H-1,2,4-triazol-3-yl)cyclobutyl)phenyl)-6-(((R)-2-methylmorpholino)methyl)-4-(trifluoromethyl)isoindolin-1-one